4-((2S,5R)-4-(1-(4-chloro-3-fluorophenyl)-3-methylbutyl)-2,5-dimethylpiperazin-1-yl)-2-methyl-1-(((S)-tetrahydrofuran-2-yl)methyl)-1H-[1,2,4]triazolo[3,4-b]purine ClC1=C(C=C(C=C1)C(CC(C)C)N1C[C@@H](N(C[C@H]1C)C=1C=2N=C(N(C2N2C(N1)=NN=C2)C[C@H]2OCCC2)C)C)F